C(P([O-])([O-])C)P([O-])([O-])C.[Ca+2].C(=O)(O)C=1C=C(C=CC1OC1=C(C=C(C=C1)N)C(F)(F)F)C1=CC(=C(C=C1)OC1=C(C=C(C=C1)N)C(F)(F)F)C(=O)O.[Ca+2] 3,3'-dicarboxy-4,4'-bis(4-amino-2-trifluoromethylphenoxy)biphenyl calcium methylenebis(methylphosphonite)